6-benzyl 1-tert-butyl rac-(4aS,8aR)-3,4a,5,7,8,8a-hexahydro-2H-pyrido[3,4-b][1,4]oxazine-1,6-dicarboxylate N1([C@H]2[C@@H](OCC1)CN(CC2)C(=O)OCC2=CC=CC=C2)C(=O)OC(C)(C)C |r|